C(C1=CC=CC=C1)N1CCC2(CC1)NC1=CC=CC=C1C2O 1'-benzylspiro[indoline-2,4'-piperidine]-3-ol